FC1(CN(CC(C1)(C)CO)C(=O)OC(C)(C)C)F tert-butyl 3,3-difluoro-5-(hydroxymethyl)-5-methylpiperidine-1-carboxylate